3-[(3-fluoro-2-methoxyphenyl)amino]-2-(3-{2-[(1S,5R)-2-(prop-2-enoyl)-2-azabicyclo[3.1.0]hexan-1-yl]ethynyl}pyridin-4-yl)-1H,5H,6H,7H-pyrrolo[3,2-c]pyridin-4-one FC=1C(=C(C=CC1)NC1=C(NC2=C1C(NCC2)=O)C2=C(C=NC=C2)C#C[C@]21N(CC[C@@H]1C2)C(C=C)=O)OC